3-((1-(3-bromophenyl)-3,3-difluorocyclobutyl)methyl)-4-methyl-4H-1,2,4-triazole BrC=1C=C(C=CC1)C1(CC(C1)(F)F)CC1=NN=CN1C